C(O[C@H]1CC[C@@]2([C@H]3CC[C@@]4([C@H](CC[C@@]4([C@@H]3CC[C@@H]2C1)O)C=1C=CC(OC1)=O)C)C)(OCCN1CCCC1)=O (3S,5R,8R,9S,10S,13R,14S,17R)-14-hydroxy-10,13-dimethyl-17-(2-oxo-2H-pyran-5-yl)hexadecahydro-1H-cyclopenta[a]phenanthren-3-yl (2-(pyrrolidin-1-yl)ethyl) carbonate